C1(CC1)C[C@@H](C(=O)OC)NC([C@H](CC1CC1)NC(C[C@H]1N(C(CC1)=O)CC1=C(C(=CC(=C1)F)F)F)=O)=O Methyl (S)-3-cyclopropyl-2-((S)-3-cyclopropyl-2-(2-((S)-5-oxo-1-(2,3,5-trifluorobenzyl)pyrrolidin-2-yl)acetamido)propanamido)propanoate